FC=1C=C2C(=NC=NC2=CC1)NC1CCN(CC1)C=1N=NC=CC1 6-fluoro-N-(1-(pyridazin-3-yl)piperidin-4-yl)quinazolin-4-amine